BrC=1C(=C2C(=NC1)NC[C@]21C[C@H](CC1)N1CCCC1)Cl |r| (1RS,3SR)-5'-Bromo-4'-chloro-3-(pyrrolidin-1-yl)-1',2'-dihydrospiro[cyclopentane-1,3'-pyrrolo[2,3-b]pyridine]